NC1CCN(CC1)C=1C=C(C=2N(N1)C(=CN2)C=2C=NN(C2)C(F)F)NCC2=NC1=C(N2)C=C(C(=C1)Cl)Cl 6-(4-aminopiperidin-1-yl)-N-((5,6-dichloro-1H-benzo[d]imidazol-2-yl)methyl)-3-(1-(difluoromethyl)-1H-pyrazol-4-yl)imidazo[1,2-b]pyridazin-8-amine